5-(n-pentyloxy)-bicyclo[2.2.1]Hept-2-ene C(CCCC)OC1C2C=CC(C1)C2